2-(2-((3R,4R)-3-amino-4-fluoropiperidin-1-yl)-5,6-difluoro-1H-benzo[d]imidazol-1-yl)-N-methyl-N-(1-(pyridin-2-yl)ethyl)acetamide N[C@@H]1CN(CC[C@H]1F)C1=NC2=C(N1CC(=O)N(C(C)C1=NC=CC=C1)C)C=C(C(=C2)F)F